CN1C(C2=C(C(=C1)C1=NN(C=C1C1=CC=C(C=C1)C)C)C=C(N2)C(=O)NC=2C=NNC2)=O 6-methyl-4-(1-methyl-4-(p-tolyl)-1H-pyrazol-3-yl)-7-oxo-N-(1H-pyrazol-4-yl)-6,7-dihydro-1H-pyrrolo[2,3-c]pyridin-2-carboxamide